5-(2,2-Difluoroethoxy)-N-((3R,4S)-3-methyl-1-(methylsulfonyl)piperidin-4-yl)-6-(1H-pyrazol-4-yl)-[1,2,4]triazolo[1,5-a]pyridin-2-amine FC(COC1=C(C=CC=2N1N=C(N2)N[C@@H]2[C@@H](CN(CC2)S(=O)(=O)C)C)C=2C=NNC2)F